C(C)(CC)NC(C)=NC(C)CC.[Cu+] copper (I) N,N'-di-sec-butyl-acetamidine